O(C1=CC=CC=C1)C1=CC=C2C3=C(C=NC2=C1)C(C1=C3C=NC(=N1)C(F)(F)F)=O 3-phenoxy-9-(trifluoromethyl)-7H-pyrimido[5',4':3,4]cyclopenta[1,2-c]quinolin-7-one